C(C)OCC=1C=C2NC=3C=CC(=CC3C(C2=CC1)(C)C)CN1CCN(CC1)CCNCCO 2-((2-(4-((6-(ethoxymethyl)-9,9-dimethyl-9,10-dihydroacridin-2-yl)methyl)piperazin-1-yl)ethyl)amino)ethan-1-ol